(2-(ethoxymethoxy)-4-(trifluoromethyl)phenyl)boronic acid C(C)OCOC1=C(C=CC(=C1)C(F)(F)F)B(O)O